COC(=O)C=1C=CC=C2C(=CNC12)CC[N+](=O)[O-] 3-(2-nitroethyl)-1H-indole-7-carboxylic acid methyl ester